C[Si](C)(C)[N-][Si](C)(C)C.[K+] potassium bis(trimethyl-silyl)amide